5-(2,4-Difluorobenzylcarbamoyl)-1-(2,2-dihydroxyethyl)-3-methoxy-4-oxo-1,4-dihydropyridine-2-carboxylic acid methyl ester COC(=O)C=1N(C=C(C(C1OC)=O)C(NCC1=C(C=C(C=C1)F)F)=O)CC(O)O